ClC#CC1=C(C=C(C=C1F)C1=CC=C(C=C1)C1CCC(CC1)CCCCC)F 4-(2-Chloroethynyl)-3,5-difluoro-4'-(4-pentylcyclohexyl)-1,1'-biphenyl